4-Methoxy-N-((S)-4-methyl-1-oxo-1-(2-(((S)-2-oxopyrrolidin-3-yl)methyl)-2-propioloylhydrazineyl)pentan-2-yl)-1H-indole-2-carboxamide COC1=C2C=C(NC2=CC=C1)C(=O)N[C@H](C(NN(C(C#C)=O)C[C@H]1C(NCC1)=O)=O)CC(C)C